4-(4-methoxyphenyl)-5-methylpyrimidine-2-amine COC1=CC=C(C=C1)C1=NC(=NC=C1C)N